C(C)(C)(C)OC(=O)NC1(CC2=C(C(=CS2)C(=O)O)CC1)C 6-(tert-butoxycarbonylamino)-6-methyl-5,7-dihydro-4H-benzothiophene-3-carboxylic acid